C(#N)[C@@]1(N(CCC1)C(=O)C1=NC(=C2N1CCC1=CC(=C(C=C21)C(=O)NC=2C(N(C=CC2)C)=O)OC)C2=CC=C(C=C2)F)C (R)-3-(2-cyano-2-methylpyrrolidine-1-carbonyl)-1-(4-fluorophenyl)-8-methoxy-N-(1-methyl-2-oxo-1,2-dihydropyridin-3-yl)-5,6-dihydroimidazo[5,1-a]isoquinoline-9-carboxamide